N1C(=CC=2C=NC=CC21)CNC(CN2C(=NC=C(C2=O)NC(=O)C2=CC(=C(C=C2)C2=CC(=CC=C2)OC)F)C2=CC=CC=C2)=O N-(1-(2-(((1H-pyrrolo[3,2-c]pyridin-2-yl)methyl)amino)-2-oxoethyl)-6-oxo-2-phenyl-1,6-dihydropyrimidin-5-yl)-2-fluoro-3'-methoxy-[1,1'-biphenyl]-4-carboxamide